FC1=CNC2=C1C(=NC=C2F)C2CCN(CC2)C(=O)NC21CCC(CC2)(CC1)[C@@H](CC(=O)OCC)C Ethyl (R)-3-{4-[4-(3,7-difluoro-1H-pyrrolo[3,2-c]pyridin-4-yl)piperidine-1-carboxamido]bicyclo[2.2.2]octan-1-yl}butyrate